ClC=1C(=CC(=NC1)OC)C1=CC(=NN1)C(=O)N1CCC(CC1)C(=O)NCC=1C=C2C=CN(C2=CC1)C 1-(5-(5-chloro-2-methoxypyridin-4-yl)-1H-pyrazole-3-carbonyl)-N-((1-methyl-1H-indol-5-yl)methyl)piperidine-4-carboxamide